2-methyl-5-(3-propylphenyl)-N-(3-(2-oxopropyl)-1,2,4-thiadiazol-5-yl)furan-3-carboxamide CC=1OC(=CC1C(=O)NC1=NC(=NS1)CC(C)=O)C1=CC(=CC=C1)CCC